C(C)(C)(C)OC(=O)N[C@@H](CC1=CC=C(C=C1)NS(O)(=O)=O)C=1SC(=CN1)C1=CC=CC=C1 (S)-4-(2-(tert-Butoxycarbonylamino)-2-(5-phenylthiazol-2-yl)ethyl)-phenyl-sulfamic acid